tri(2-methylpropyl)(methyl)-phosphonium CC(C[P+](C)(CC(C)C)CC(C)C)C